1,5-Dimethyl-2-(pyridin-2-yl)-1,2-dihydro-3H-pyrazol-3-one CN1N(C(C=C1C)=O)C1=NC=CC=C1